C(C)(=O)OC1C(=O)OCC1 acetoxy-γ-butyrolactone